tert-butyl 3,4-dichloro-7-oxo-11-(1-(tetrahydro-2H-pyran-2-yl)-1H-pyrazol-4-yl)-7,8,9,10-tetrahydro-6H-azepino[1,2-a]indole-6-carboxylate ClC1=CC=C2C(=C3N(C2=C1Cl)C(C(CCC3)=O)C(=O)OC(C)(C)C)C=3C=NN(C3)C3OCCCC3